N-acetyl-L-homoserine propyl ester C(CC)OC([C@@H](NC(C)=O)CCO)=O